[Cl-].ClC=1C=CC(=NC1)C(C(C(=O)OCC)C)[NH3+] [1-(5-chloro-2-pyridyl)-3-ethoxy-2-methyl-3-oxo-propyl]ammonium chloride